7-fluoroisoindoline-5-carbonitrile FC=1C=C(C=C2CNCC12)C#N